BrC=1C(=NC(=NC1)NC1=C(C=C(C(=C1)CC)N1CCC(CC1)N1CCN(CC1)C([2H])([2H])[2H])OC)NC=1C(=C2N=CC=NC2=CC1)NS(=O)(=O)C N-(6-((5-bromo-2-((5-ethyl-2-methoxy-4-(4-(4-(methyl-d3)piperazin-1-yl)piperidin-1-yl)phenyl)amino)pyrimidin-4-yl)amino)quinoxalin-5-yl)methanesulfonamide